C(C)(C)(C)OC(=O)N1CC(N(CC1)C1=C(C=CC=C1Br)N)=O.OC1=CC=2C(C3=CC(=C(C=C3C(C2C=C1O)=O)O)O)=O 2,3,6,7-tetrahydroxyanthraquinone tert-butyl-4-(2-amino-6-bromophenyl)-3-oxopiperazine-1-carboxylate